tert-butyl-3-{2-chloro-7-cyclobutyl-8-[7-fluoro-3-(methoxymethoxy)-8-{[tri(propan-2-yl)silyl]ethynyl}naphthalene-1-carbonyl]-7H-purin-6-yl}-3,6-diazabicyclo[3.1.1]heptane-6-carboxylate C(C)(C)(C)OC(=O)N1C2CN(CC1C2)C2=C1N(C(=NC1=NC(=N2)Cl)C(=O)C2=CC(=CC1=CC=C(C(=C21)C#C[Si](C(C)C)(C(C)C)C(C)C)F)OCOC)C2CCC2